(S)-N-(3-(5-bromo-1H-pyrrolo[2,3-b]pyridine-3-carbonyl)-2,4-difluorophenyl)-2-methylpyrrolidine-1-sulfonamide BrC=1C=C2C(=NC1)NC=C2C(=O)C=2C(=C(C=CC2F)NS(=O)(=O)N2[C@H](CCC2)C)F